(3S)-1,1-dimethylol-tetrahydro-beta-carboline-3-carboxylic acid C(O)C1(N[C@@H](CC2C3=CC=CC=C3N=C12)C(=O)O)CO